6-chloro-N-(methyl-d3)-4-((6-methyl-3-(methylthio)pyridin-2-yl)amino)pyridazin-3-carboxamide ClC1=CC(=C(N=N1)C(=O)NC([2H])([2H])[2H])NC1=NC(=CC=C1SC)C